((2S,4S)-1-acryloyl-4-(8-chloro-4-(((S)-1-(dimethylamino)propan-2-yl)oxy)-6-fluoro-7-(4-fluorophenyl)-1H-[1,2,3]triazolo[4,5-c]quinolin-1-yl)piperidin-2-yl)acetonitrile C(C=C)(=O)N1[C@@H](C[C@H](CC1)N1N=NC=2C(=NC=3C(=C(C(=CC3C21)Cl)C2=CC=C(C=C2)F)F)O[C@H](CN(C)C)C)CC#N